(S)-4-(7-(Dimethylphosphoryl)-1H-indol-3-yl)-2-((1-hydroxypropan-2-yl)amino)pyrimidine CP(=O)(C)C=1C=CC=C2C(=CNC12)C1=NC(=NC=C1)N[C@H](CO)C